[N+](=O)([O-])C1=C(OC=2C=CC3=C(C=NS(O3)(=O)=O)C2)C=CC=C1 6-(2-Nitrophenoxy)-2H-1,2λ6,3-benzoxathiazine-2,2-dione